acryloxyheptyl-trifluorosilane C(C=C)(=O)OCCCCCCC[Si](F)(F)F